dihydroxydiphenyl-propylphenyl-methane OC=1C(=C(C=CC1)C(CCC)(C1=CC=CC=C1)C1=CC=CC=C1)O